CC1=C(C=CC(=C1)C1=NC2=CC=C(C=C2C=N1)C(F)(F)F)N1CCOC2=C(C1)N(NC2=O)CC2=NN=NN2 7-[2-methyl-4-[6-(trifluoromethyl)quinazolin-2-yl]phenyl]-1-[(1H-1,2,3,4-tetrazol-5-yl)methyl]-1H,5H,6H,7H,8H-pyrazolo[3,4-f][1,4]oxazepin-one